FC1=C(OC2=CC=NC3=CC(=C(C=C23)OC)OCCN(C(OC(C)(C)C)=O)C)C(=CC(=C1)NC(=O)C=1C=NC(=CC1OC)C)F Tert-Butyl N-[2-({4-[2,6-Difluoro-4-(4-Methoxy-6-Methylpyridine-3-Amido)Phenoxy]-6-Methoxyquinolin-7-yl}Oxy)Ethyl]-N-Methylcarbamate